(R)-7-((3-amino-2-oxopyrazin-1(2H)-yl)methyl)-4-(cyclopropylethynyl)-6-fluoro-4-(trifluoromethyl)-1,4-dihydro-2H-benzo[d][1,3]oxazin-2-one NC=1C(N(C=CN1)CC=1C(=CC2=C(NC(O[C@]2(C(F)(F)F)C#CC2CC2)=O)C1)F)=O